CO[C@@H]1CNCC[C@@H]1C1C[C@H]2CC[C@@H](C1)N2 (1R,3s,5S)-3-((3S,4R)-3-methoxypiperidin-4-yl)-8-azabicyclo[3.2.1]Octane